S-(2-(2-(4-((tert-butoxycarbonyl) amino) phenoxy) ethoxy) ethyl) thioglycolate C(CO)(=O)SCCOCCOC1=CC=C(C=C1)NC(=O)OC(C)(C)C